[Si](C)(C)(C(C)(C)C)OCC=1C=2N(C=C(C1)C1CC1)C=C(N2)CN (8-(((tert-butyldimethylsilyl)oxy)methyl)-6-cyclopropylimidazo[1,2-a]pyridin-2-yl)methanamine